C(=O)(OC(C)(C)C)N[C@@H](CC(C)C)C(=O)O BocLeucine